OC1CCN(CC1)CC1=C(C=C(C=C1)NC(=O)NC1=NN(C(=C1)C1=CC=C2C=CN=CC2=C1)C)C(F)(F)F 1-(4-((4-hydroxypiperidin-1-yl)methyl)-3-(trifluoromethyl)phenyl)-3-(5-(isoquinolin-7-yl)-1-methyl-1H-pyrazol-3-yl)urea